(S)-N-(1-((3,5-dichloropyridin-2-yl)oxy)propan-2-yl)-5-chloro-6-ethylpyrimidin-4-amine ClC=1C(=NC=C(C1)Cl)OC[C@H](C)NC1=NC=NC(=C1Cl)CC